helioalcohol [HeH]O